2-Methyl-N-{2-oxo-2-[(2-oxo-spiro[1H-indole-3,4'-oxane]-6-yl)amino]-1-(2,2,6,6-tetra-methyloxan-4-ylidene)ethyl}-pyrazole-3-carboxamide CN1N=CC=C1C(=O)NC(C(NC1=CC=C2C(=C1)NC(C21CCOCC1)=O)=O)=C1CC(OC(C1)(C)C)(C)C